4-{[(2S,4R)-1-(4-Biphenylyl)-5-ethoxy-4-methyl-5-oxo-2-pentanyl]amino}-4-oxobutanoic acid C1(=CC=C(C=C1)C[C@H](C[C@H](C(=O)OCC)C)NC(CCC(=O)O)=O)C1=CC=CC=C1